C(C)(C)(C)[C@@H](CN1[C@@H](C[C@H](C1)O)C(=O)NCC1=CC=C(C=C1)C1=C(N=CS1)C)NC(CCCCCOCCOCCOCCCCCCCl)=O (2S,4r)-1-((S)-2-(tert-butyl)-22-chloro-4-oxo-10,13,16-trioxa-3-aza-behenyl)-4-hydroxy-N-(4-(4-methylthiazol-5-yl)benzyl)pyrrolidine-2-carboxamide